CC1[C@](OC2=CC(=CC=C2C1=O)Br)(C(=O)OC(C)(C)C1=NC(=CC=C1)Br)C#CC1=CC=CC=C1 2-(6-bromopyridin-2-yl)propan-2-ol methyl-(R)-7-bromo-4-oxo-2-(phenylethynyl)chromane-2-carboxylate